(2,4-di-tert-butylphenyl)phosphite C(C)(C)(C)C1=C(C=CC(=C1)C(C)(C)C)OP([O-])[O-]